2-hydroxy-1-methylethanolat OCC([O-])C